C1(=CC=CC2=CC3=CC=CC=C3C=C12)C1=CC=C(N(C2=CC=C(C=C2)[N+](=O)[O-])C2=CC=C(C=C2)[N+](=O)[O-])C=C1 4-anthryl-N,N-bis(4-nitrophenyl)aniline